2-amino-4-(dimethylamino)-6-(trifluoromethyl)pyrimidine NC1=NC(=CC(=N1)N(C)C)C(F)(F)F